N-((R)-1-(8-aminoquinolin-6-yl)ethyl)-7-methoxy-2-methyl-6-(((S)-tetrahydrofuran-3-yl)oxy)quinazolin-4-amine NC=1C=C(C=C2C=CC=NC12)[C@@H](C)NC1=NC(=NC2=CC(=C(C=C12)O[C@@H]1COCC1)OC)C